4-[2-cyclopropyl-6-(6-{2,5-dioxa-8-azaspiro[3.5]nonan-8-ylmethyl}-1-oxo-3H-isoindol-2-yl)pyridin-4-yl]-3-(4-methyl-1,2,4-triazol-3-yl)benzonitrile C1(CC1)C1=NC(=CC(=C1)C1=C(C=C(C#N)C=C1)C1=NN=CN1C)N1C(C2=CC(=CC=C2C1)CN1CCOC2(COC2)C1)=O